7-(4'-chloro-[1,1':2',1''-terphenyl]-2-yl)-7H-benzo[c]carbazole ClC=1C=C(C(=CC1)C1=C(C=CC=C1)N1C=2C=CC=CC2C=2C3=C(C=CC12)C=CC=C3)C3=CC=CC=C3